[3-(pentafluoro-λ6-sulfanyl)phenyl]hydrazine FS(C=1C=C(C=CC1)NN)(F)(F)(F)F